C[C@@H]1O[C@@H](CN(C1)C1=CC=CC(=N1)C1=NC2=CC(=NC=C2C=C1)CNC(=O)C1=NC=2CCCCC2C(=C1)C(C)O)C N-((2-(6-((cis)-2,6-dimethylmorpholino)pyridin-2-yl)-1,6-naphthyridin-7-yl)methyl)-4-(1-hydroxyethyl)-5,6,7,8-tetrahydroquinoline-2-carboxamide